4-((2-hydroxy-1-methylethyl)sulfonylamino)-2-(spiro[2.5]octane-5-en-6-yl)benzamide OCC(C)S(=O)(=O)NC1=CC(=C(C(=O)N)C=C1)C1=CCC2(CC2)CC1